(±)-5-[(2-pentylcyclopent-2-en-1-yl)oxy]pentanal C(CCCC)C=1[C@@H](CCC1)OCCCCC=O |r|